N1(CCC1)C=1NC(C=2C(N1)=NN(N2)C2=C(C=C(C=C2C)Br)C)=O 5-(azetidin-1-yl)-2-(4-bromo-2,6-dimethylphenyl)-2,6-dihydro-7H-[1,2,3]triazolo[4,5-d]pyrimidin-7-one